1-(4-propenoyl-1-piperazinyl)-4-benzyl-6,7-dichlorophthalazine C(C=C)(=O)N1CCN(CC1)C1=NN=C(C2=CC(=C(C=C12)Cl)Cl)CC1=CC=CC=C1